C(C)C1=C(C(=S)NC=2C=CC3=C(C(=CO3)C3CCN4CCCC4C3)C2)C=CC=C1 5-(2-ethylthiobenzoyl)amino-3-(octahydroindolizin-7-yl)-benzofuran